fluoropropenecarboxylic acid FC(=CC)C(=O)O